N-(1-benzyl-3-cyano-1H-indol-5-yl)pyrazine-2-carboxamide C(C1=CC=CC=C1)N1C=C(C2=CC(=CC=C12)NC(=O)C1=NC=CN=C1)C#N